methyl 6-((16-((6-(methoxycarbonyl)pyridin-2-yl)(phenyl)methyl)-1,4,10,13-tetraoxa-7,16-diazacyclooctadecan-7-yl)methyl)picolinate COC(=O)C1=CC=CC(=N1)C(N1CCOCCOCCN(CCOCCOCC1)CC1=CC=CC(=N1)C(=O)OC)C1=CC=CC=C1